CSC(OC(C(F)F)C=1C(=NC(=CC1)Cl)N1N=C(C=C1C)C#N)=S O-[1-[6-chloro-2-(3-cyano-5-methyl-pyrazol-1-yl)-3-pyridyl]-2,2-difluoro-ethyl] methylsulfanylmethanethioate